2-[[4-[5-isobutyl-3-methyl-2-(2H-tetrazol-5-yl)phenyl]piperazin-1-yl]methyl]-1,3-benzothiazole C(C(C)C)C=1C=C(C(=C(C1)N1CCN(CC1)CC=1SC2=C(N1)C=CC=C2)C=2N=NNN2)C